N1CC(CC1)OC=1C=CC(=NC1C(F)(F)F)C1=CNC2=C(C=CC=C12)C#N 3-[5-(pyrrolidin-3-yloxy)-6-(trifluoromethyl)pyridin-2-yl]-1H-indole-7-carbonitrile